6-chloro-3-(((R)-1-(3,6-dimethyl-2-((1R*,5R*)-1-(5-methylpyrazin-2-yl)-3-azabicyclo[3.1.0]hexan-3-yl)-4-oxo-3,4-dihydroquinazolin-8-yl)ethyl)amino)-N-(methylsulfonyl)picolinamide ClC1=CC=C(C(=N1)C(=O)NS(=O)(=O)C)N[C@H](C)C=1C=C(C=C2C(N(C(=NC12)N1C[C@]2(C[C@H]2C1)C1=NC=C(N=C1)C)C)=O)C |o1:29,31|